5-Cyclopropyl-3-[[1-(3,3-difluoropropyl)-5-methyl-pyrazol-4-yl]amino]-6-(3-methylimidazo[4,5-c]pyridin-7-yl)pyrazine-2-carboxamide C1(CC1)C=1N=C(C(=NC1C=1C2=C(C=NC1)N(C=N2)C)C(=O)N)NC=2C=NN(C2C)CCC(F)F